[Si](C)(C)(C(C)(C)C)OC(CCCCCCCC(=O)[O-])CCCCCCCC(=O)[O-] 9-((tert-butyldimethylsilyl)oxy)heptadecanedioate